CC(CP)(C)C.[Al] Aluminum Trismethylethylphosphine